4-bromo-N,N-bis(4-hexylphenyl)aniline BrC1=CC=C(N(C2=CC=C(C=C2)CCCCCC)C2=CC=C(C=C2)CCCCCC)C=C1